N-(7-Bromo-5-methylbenzo[d]isoxazol-3-yl)-2,6-dimethoxybenzenesulfonamide BrC1=CC(=CC=2C(=NOC21)NS(=O)(=O)C2=C(C=CC=C2OC)OC)C